O1CC[C@@H](C2=CC=CC=C12)NC(=O)C=1C=NC2=C(N=CC=C2C1N(C)C)[C@@H]1CCCC2=CC=CC=C12 N-[(4S)-chroman-4-yl]-4-(dimethylamino)-8-[(1R)-tetralin-1-yl]-1,7-naphthyridine-3-carboxamide